(R)-5-(6-(2-methoxypropionyl)-2,6-diazaspiro[3.3]hept-2-yl)-N-methyl-7-(trifluoromethyl)thieno[3,2-b]pyridine-3-carboxamide CO[C@@H](C(=O)N1CC2(CN(C2)C2=CC(=C3C(=N2)C(=CS3)C(=O)NC)C(F)(F)F)C1)C